O=P1CCN(CC1)C1=NC=CC=C1C(C)=O 4-oxido-1-(3-(acetyl)pyridin-2-yl)-1,4-azaphosphinan